C(C)[C@H]1[C@H](C[C@H](N(C1)C(=O)OC(C)(C)C)C)OC(C1=CC=C(C=C1)[N+](=O)[O-])=O Tert-butyl (2R,4S,5R)-5-ethyl-2-methyl-4-((4-nitrobenzoyl)oxy)piperidine-1-carboxylate